6,7-Dihydro-5H-pyrazolo[1,5-a]pyrimidin-4-yl-[rac-(5S,7S)-7-fluoro-5-phenyl-6,7-dihydro-5H-pyrrolo[1,2-b][1,2,4]triazol-2-yl]methanon N1=CC=C2N1CCCN2C(=O)C=2N=C1N(N2)[C@@H](C[C@@H]1F)C1=CC=CC=C1 |r|